Cl.C1(CCCC1)N1C(=CC2=C1N=C(N=C2)NC2=CC=C(C=C2)N2CCNCC2)C(=O)N(C)C 7-cyclopentyl-N,N-dimethyl-2-((4-(piperazin-1-yl)phenyl)amino)-7H-pyrrolo[2,3-d]pyrimidine-6-carboxamide hydrochloride